O=C1NC(CCC1C=1C(=C2C(NC(C2=CC1)=O)=O)NCCC(=O)N1CCN(CC1)C1=CC=C(C=C1)NC1=NN2C(C=CC=C2C2=CC=C(C=C2)S(=O)(=O)C)=N1)=O (2,6-dioxo-piperidin-3-yl)-4-[3-(4-{4-[5-(4-methanesulfonyl-phenyl)-[1,2,4]triazolo[1,5-a]pyridin-2-ylamino]-phenyl}-piperazin-1-yl)-3-oxo-propylamino]-isoindole-1,3-dione